C(C)C(C=CC(=O)N)(NCCOC1=NC=C(C=C1)\C(=C(\CC(F)(F)F)/C1=CC=CC=C1)\C1=CC2=C(NN=C2C=C1)F)CC diethyl-4-[2-[5-[(Z)-4,4,4-trifluoro-1-(3-fluoro-2H-indazol-5-yl)-2-phenylbut-1-enyl]pyridin-2-yl]oxyethylamino]but-2-enamide